tert-butyl (1-((4-(5-(tert-butyl)-1,2,4-oxadiazol-3-yl)benzyl)carbamoyl)pyrrolidin-3-yl)carbamate C(C)(C)(C)C1=NC(=NO1)C1=CC=C(CNC(=O)N2CC(CC2)NC(OC(C)(C)C)=O)C=C1